1-(2-((2S)-5-fluoro-2-((6-methylpyridin-2-yl)carbamoyl)azepan-1-yl)-2-oxoethyl)-5-(5,6,7,8-tetrahydronaphthalen-2-yl)-1H-indole-3-carboxamide FC1CC[C@H](N(CC1)C(CN1C=C(C2=CC(=CC=C12)C1=CC=2CCCCC2C=C1)C(=O)N)=O)C(NC1=NC(=CC=C1)C)=O